1-(2,4-dichlorophenyl)-1-methoxypropan ClC1=C(C=CC(=C1)Cl)C(CC)OC